CC([C@H]1CC[C@H]2[C@@H]3CCC4CC(CC[C@]4(C)[C@H]3CC[C@]12C)=O)=O pregnane-3,20-dione